[S]-N-(2-Amino-1-(3-chloro-5-fluorophenyl)ethyl)-1-(5-methyl-2-((tetrahydro-2H-pyran-4-yl)amino)pyrimidin-4-yl)-1H-imidazole-4-carboxamide mandelic acid salt C(C(O)C1=CC=CC=C1)(=O)O.NC[C@H](C1=CC(=CC(=C1)F)Cl)NC(=O)C=1N=CN(C1)C1=NC(=NC=C1C)NC1CCOCC1